5-(3-methoxybicyclo[1.1.1]pentan-1-yl)-1,3,4-oxadiazol-2-ol COC12CC(C1)(C2)C2=NN=C(O2)O